ClC1=C(C=C(C=C1)N(C(=O)[C@H]1N(C2=CC=CC=C2C1)C(=O)OC(C)(C)C)C)C tert-Butyl (2S)-2-[(4-chloro-3-methylphenyl) (methyl) carbamoyl]-2,3-dihydroindole-1-carboxylate